FC1=C(OCCCC(C(=O)N2C(CN(CC2)S(=O)(=O)C2=CC=C(C(=O)O)C=C2)C)(C)C)C=CC(=C1)F 4-((4-(5-(2,4-difluorophenoxy)-2,2-dimethylpentanoyl)-3-methylpiperazin-1-yl)sulfonyl)benzoic acid